BrC1=C(C2=CC=CC=C2C=C1)O Bromonaphthol